FC1CC(N(C1)C=1C=CC=2N(N1)C(=CN2)C(=O)NCC2=CC(=C(C=C2)F)O)C2=C(C=CC(=C2)F)SC 6-[4-fluoro-2-[5-fluoro-2-(methylsulfanyl)phenyl]pyrrolidin-1-yl]-N-[(4-fluoro-3-hydroxyphenyl)methyl]imidazo[1,2-b]pyridazine-3-carboxamide